N-[4-fluoro-5-[[(2s,4s)-2-methyl-4-[(5-methyl-1,2,4-oxadiazol-3-yl)methoxy]-1-piperidinyl]methyl]thiazol-2-yl]acetamide FC=1N=C(SC1CN1[C@H](C[C@H](CC1)OCC1=NOC(=N1)C)C)NC(C)=O